2-(2-(8-(4-(2-(4-Methylpiperazin-1-yl)ethyl)phenyl)-2,3,4,5-tetrahydro-1H-benzo[b]azepin-1-yl)thiazol-4-yl)pyrimidin-4-amine CN1CCN(CC1)CCC1=CC=C(C=C1)C=1C=CC2=C(N(CCCC2)C=2SC=C(N2)C2=NC=CC(=N2)N)C1